2-[(4-{7-[(1S,3S,4S,5R,6R)-6-(cyclopropylmethyl)-5-fluoro-2-azabicyclo[2.2.2]octane-3-carbonyl]-2,7-diazaspiro[3.5]non-2-yl}pyrimidin-5-yl)oxy]-5-fluoro-N,N-di(propan-2-yl)benzamide C1(CC1)C[C@H]1[C@H]([C@@H]2[C@H](N[C@H]1CC2)C(=O)N2CCC1(CN(C1)C1=NC=NC=C1OC1=C(C(=O)N(C(C)C)C(C)C)C=C(C=C1)F)CC2)F